FC1(C(C1)C1=CC=C(C=C1)CC(=O)O)F (4-(2,2-difluorocyclopropyl)phenyl)acetic acid